FC1(CNCCC1C1=CC=C2C(=NN(C2=C1)C(C)C)C1C(NC(CC1)=O)=O)F 3-[6-(3,3-difluoro-4-piperidyl)-1-isopropyl-indazol-3-yl]piperidine-2,6-dione